dioxobiphenyl-3,3'-dicarboxylic acid O=C1C(C(C(=CC1)C1=CC(=CC=C1)C(=O)O)=O)C(=O)O